ClC1=C(C(=O)N(CC=2OC=CC2)CC2=C(C=C(C=C2)OC)N(S(=O)(=O)C=2C=CC3=C(C(=C(O3)C(=O)O)C)C2)CC)C=CC=C1 5-(N-(2-((2-chloro-N-(furan-2-ylmethyl)benzoylamino)methyl)-5-methoxyphenyl)-N-ethylsulfamoyl)-3-methylbenzofuran-2-carboxylic acid